tert-butyl (R)-3-((5-(5-(1-(acetamido-2,2,2-d3)cyclopropyl)-1,2,4-oxadiazol-3-yl)pyridin-3-yl)(hydroxy)(4-isopropylphenyl)methyl)-3-methylazetidine-1-carboxylate C(C([2H])([2H])[2H])(=O)NC1(CC1)C1=NC(=NO1)C=1C=C(C=NC1)[C@](C1(CN(C1)C(=O)OC(C)(C)C)C)(C1=CC=C(C=C1)C(C)C)O